COC1CC(C1)S(=O)(=O)N 3-methoxycyclobutylsulfonamide